bis(3,5-dichloromethyl-4-hydroxyphenyl)methane ClCC=1C=C(C=C(C1O)CCl)CC1=CC(=C(C(=C1)CCl)O)CCl